2-(2,4-bis(trifluoromethyl)phenyl)-N-(4-fluorophenyl)-N-((5-(5-(pyrrolidin-3-yl)pyrazin-2-yl)-1,3,4-oxadiazol-2-yl)methyl)acetamide FC(C1=C(C=CC(=C1)C(F)(F)F)CC(=O)N(CC=1OC(=NN1)C1=NC=C(N=C1)C1CNCC1)C1=CC=C(C=C1)F)(F)F